1-benzoyl-7-(2-(4-(6-fluorobenzo[b]thiophen-4-yl)piperazin-1-yl)ethyl)-3,4-dihydroquinolin-2(1H)-one C(C1=CC=CC=C1)(=O)N1C(CCC2=CC=C(C=C12)CCN1CCN(CC1)C1=CC(=CC=2SC=CC21)F)=O